N[C@@H](CCO)C1=NC2=C(N1C1CCOCC1)C=CC(=C2)C=2C(=NOC2C)C (S)-3-amino-3-(5-(3,5-dimethylisoxazol-4-yl)-1-(tetrahydro-2H-pyran-4-yl)-1H-benzo[d]imidazol-2-yl)propane-1-ol